3-Pentadecylphenyl phenyl carbonate C(OC1=CC(=CC=C1)CCCCCCCCCCCCCCC)(OC1=CC=CC=C1)=O